(3-aminopropyl)-1,3-propanediamine NCCCC(CCN)N